6-[4-[(R)-(3-methoxyphenyl)-phenylmethyl]piperidine-1-carbonyl]-4H-1,4-benzoxazin-3-one COC=1C=C(C=CC1)[C@H](C1CCN(CC1)C(=O)C=1C=CC2=C(NC(CO2)=O)C1)C1=CC=CC=C1